3-((2-(6-ethylpyridin-3-yl)-8-methoxy-2,3-dihydrobenzo[b][1,4]dioxin-6-yl)methyl)-6-(3-methoxyazetidin-1-yl)pyrazolo[1,5-a]pyrimidine C(C)C1=CC=C(C=N1)C1COC2=C(O1)C(=CC(=C2)CC=2C=NN1C2N=CC(=C1)N1CC(C1)OC)OC